4-(4-(azepan-1-yl)-6-chloro-2-methylquinazolin-7-yl)-benzo[d]thiazol-2-amine N1(CCCCCC1)C1=NC(=NC2=CC(=C(C=C12)Cl)C1=CC=CC2=C1N=C(S2)N)C